C(#N)[C@@H](C[C@H]1C(NCC1)=O)NC(=O)[C@H]1N([C@@H]2CC([C@H]1CC2)(F)F)C(=O)C=2NC1=CC(=CC(=C1C2)C(F)F)F (1S,3S,4S)-N-((R)-1-cyano-2-((S)-2-oxopyrrolidin-3-yl)ethyl)-2-(4-(difluoromethyl)-6-fluoro-1H-indole-2-carbonyl)-5,5-difluoro-2-azabicyclo[2.2.2]octane-3-carboxamide